(+/-)-3-(Methylthio)Heptanal CCCCC(CC=O)SC